BrC1=C(C(=C2C(=NC(=NC2=C1F)OC[C@]12CCCN2C[C@@H](C1)F)O)OC[C@H](C=C(F)F)NCC(F)F)Cl 7-Bromo-6-chloro-5-(((S)-2-((2,2-difluoroethyl)amino)-4,4-difluorobut-3-en-1-yl)oxy)-8-fluoro-2-(((2R,7aS)-2-fluorotetrahydro-1H-pyrrolizin-7a(5H)-yl)methoxy)quinazolin-4-ol